tert-Butyl 2,2-difluoro-6-(4-(methoxycarbonyl)-3-(methylamino)phenyl)-7-azaspiro[3.5]nonane-7-carboxylate FC1(CC2(C1)CC(N(CC2)C(=O)OC(C)(C)C)C2=CC(=C(C=C2)C(=O)OC)NC)F